BrC=1C2=C(C(NC1)=O)OC=C2 4-bromofuro[2,3-c]pyridin-7(6H)-one